3-[4-(2,2'-binaphthyl-6-yl)phenyl]-9-phenyl-9H-carbazole C1=C(C=CC2=CC(=CC=C12)C1=CC=C(C=C1)C=1C=CC=2N(C3=CC=CC=C3C2C1)C1=CC=CC=C1)C1=CC2=CC=CC=C2C=C1